N1(C=NC=C1)C1(CC=C(C=C1)C1=CC=CC=C1)C=1C(=NN(N1)COCC[Si](C)(C)C)C(=O)OCC ethyl 5-(4-(1H-imidazol-1-yl)-[1,1-biphenyl]-4-yl)-2-((2-(trimethylsilyl)ethoxy)methyl)-2H-1,2,3-triazole-4-carboxylate